4-((5-chloro-7-(2-((2,4-dioxo-3-azabicyclo[3.2.0]heptan-3-yl)methyl)thieno[3,2-b]pyridin-7-yl)-1H-indol-1-yl)methyl)piperidine-4-carbonitrile trifluoroacetate FC(C(=O)O)(F)F.ClC=1C=C2C=CN(C2=C(C1)C1=C2C(=NC=C1)C=C(S2)CN2C(C1CCC1C2=O)=O)CC2(CCNCC2)C#N